(S)-4-(1-acetylpiperidin-4-ylamino)-2-(1-cyclohexylethylamino)pyrimidine-5-carboxamide C(C)(=O)N1CCC(CC1)NC1=NC(=NC=C1C(=O)N)N[C@@H](C)C1CCCCC1